CN1C(N(CC=C1)C)C 1,2,3-trimethyl-1,4-dihydropyrimidine